(S)-3-((benzyloxy)methyl)-3-(ethoxymethyl)pyrrolidine-1-carboxylic acid tert-butyl ester C(C)(C)(C)OC(=O)N1C[C@@](CC1)(COCC)COCC1=CC=CC=C1